C(C)(=O)N1[C@H]([C@@H]([C@H](C2=CC(=CC=C12)F)NC(OCC1=CC=CC=C1)=O)C)C1CC1 |r| rac-benzyl ((2S,3R,4R)-1-acetyl-2-cyclopropyl-6-fluoro-3-methyl-1,2,3,4-tetrahydroquinolin-4-yl)carbamate